FC=1C=C(COC=2C=NC(N3C2N2C4(COC(C2)C4)CC3)=O)C=C(C1OC=1C=NC(=NC1)C(F)(F)F)F ((3,5-difluoro-4-((2-(tri-fluoromethyl)pyrimidin-5-yl)oxy)benzyl)oxy)-6,7,10,11-tetrahydro-4H,8H-7a,10-methanopyrimido[6',1':2,3]pyrimido[6,1-c][1,4]oxazin-4-one